tert-butyl (S)-4-(7-(8-chloro-7-fluoronaphthalen-1-yl)-3-cyano-6-fluoro-2-((tetrahydro-1H-pyrrolizin-7a(5H)-yl)methoxy)quinolin-4-yl)-2-(cyanomethyl)piperazine-1-carboxylate ClC=1C(=CC=C2C=CC=C(C12)C1=C(C=C2C(=C(C(=NC2=C1)OCC12CCCN2CCC1)C#N)N1C[C@@H](N(CC1)C(=O)OC(C)(C)C)CC#N)F)F